N-{4-[2-(2-{3-[5-tert-Butyl-2-(3-fluoro-phenyl)-2H-pyrazol-3-yl]-ureido}-thiazol-5-yl)-ethyl]-pyridin-2-yl}-acetamide C(C)(C)(C)C=1C=C(N(N1)C1=CC(=CC=C1)F)NC(NC=1SC(=CN1)CCC1=CC(=NC=C1)NC(C)=O)=O